IN1C(=CC=2C(NCCC21)=O)C2=CC=NC1=CC=C(N=C21)NC2(CC2)C iodo-2-{6-[(1-methylcyclopropyl)amino]-1,5-naphthyridin-4-yl}-1H,5H,6H,7H-pyrrolo[3,2-c]pyridin-4-one